CC1=C(C(=CC=C1)C)N([C@@H](C)C(=O)OC)C(=O)C1=CC=NO1 |r| methyl N-(2,6-dimethylphenyl)-N-(5-isoxazolylcarbonyl)-DL-alaninate